2-[3-Chloro-4-(trifluoromethyl)phenyl]-7-azaspiro[3.5]nonane ClC=1C=C(C=CC1C(F)(F)F)C1CC2(C1)CCNCC2